C1(CC1)C1=NN(C(=C1C(F)(F)F)C(=O)NC1=CC(=NC=C1)S(=O)(=N)C)CC1(C(C1)C)C 3-cyclopropyl-1-((1,2-dimethylcyclopropyl)methyl)-N-(2-(S-methylsulfonimidoyl)pyridin-4-yl)-4-(trifluoromethyl)-1H-pyrazole-5-carboxamide